NC1=NC(=C2N=CN(C2=N1)C[C@@H](C)OCP(OCC1=CC=CC=C1)(OCCOCCCCCCCCC=CCCCCCCCC)=O)N benzyl (2-(octadec-9-en-1-yloxy)ethyl) ((((R)-1-(2,6-diamino-9H-purin-9-yl)propan-2-yl)oxy)methyl)phosphonate